ClC=1N=C(C2=C(N1)SC=N2)NCC2=CC=NC=C2 5-Chloro-N-(pyridin-4-ylmethyl)thiazolo[5,4-d]pyrimidin-7-amine